(2-ethoxy)phenyl-[4-(4-biphenylylthio)-3-ethoxyphenyl]4-biphenylylsulfonium tetraphenylborate C1(=CC=CC=C1)[B-](C1=CC=CC=C1)(C1=CC=CC=C1)C1=CC=CC=C1.CCOC1=C(C=CC(=C1)[S+](C1=CC(=C(C=C1)SC1=CC=C(C=C1)C1=CC=CC=C1)OCC)C1=CC=CC=C1)C1=CC=CC=C1